1-Phenylprop-2-yn-1-amine C1(=CC=CC=C1)C(C#C)N